2-[[4-[3-(aminocarbonyl)-1-piperazinyl]-6-[[(3,4,5-trimethoxyphenyl)methyl]amino]-2-pyrimidinyl]amino]-4-methyl-5-thiazolecarboxylic acid ethyl ester C(C)OC(=O)C1=C(N=C(S1)NC1=NC(=CC(=N1)N1CC(NCC1)C(=O)N)NCC1=CC(=C(C(=C1)OC)OC)OC)C